N-(7-chloro-6-(1-((3S,4S)-4-hydroxy-3-methyltetrahydrofuran-3-yl)piperidin-4-yl)isoquinolin-3-yl)-2-(tetrahydro-2H-pyran-2-yl)cyclopropane-1-carboxamide ClC1=C(C=C2C=C(N=CC2=C1)NC(=O)C1C(C1)C1OCCCC1)C1CCN(CC1)[C@]1(COC[C@H]1O)C